FC=1C=C(C2=C(SC=C2)C1)N1CCN(CC1)CCC1=CC=C2CCC(N(C2=C1)C(COCCOCCOC)=O)=O 7-(2-(4-(6-Fluorobenzo[b]thiophen-4-yl)piperazin-1-yl)ethyl)-1-(2-(2-(2-methoxyethoxy)ethoxy)acetyl)-3,4-dihydroquinolin-2(1H)-one